C(C)(C)C=1SC(=C(N1)C1=CC=CC=C1)OC1=CC(=NC=C1)NC1=CC=C(C(=O)O)C=C1 4-((4-((2-isopropyl-4-phenylthiazol-5-yl)oxy)pyridin-2-yl)amino)benzoic acid